CCCCC/C=C\C/C=C\CCCCCCCC(=O)OC[C@H](COP(=O)([O-])OCC[N+](C)(C)C)OC(=O)CCC/C=C\C/C=C\C/C=C\C/C=C\C/C=C\CC 1-(9Z,12Z-octadecadienoyl)-2-(5Z,8Z,11Z,14Z,17Z-eicosapentaenoyl)-glycero-3-phosphocholine